pyrimidin-2-carboxylic acid methylamide CNC(=O)C1=NC=CC=N1